ClC1=C(OCC(C(=O)N[C@@H]2[C@H](CN(CC2)C)F)(C)C)C=CC=C1 3-(2-chlorophenoxy)-N-((3S,4S)-3-fluoro-1-methylpiperidin-4-yl)-2,2-dimethylpropionamide